FC=1C=C(C=NC1)[C@H]([C@@H]1N([C@@H](CC1)CC1=CC=C(C=C1)OC)C(=O)OC(C)(C)C)O tert-Butyl (2R,5S)-2-((R)-(5-fluoropyridin-3-yl)(hydroxy)methyl)-5-(4-methoxy-benzyl)pyrrolidine-1-carboxylate